C1=CC(=CC=C1C(=O)N[C@@H](CCC(=O)[O-])C(=O)[O-])NCC2=CN=C3C(=N2)C(=O)NC(=N3)N The molecule is the dicarboxylic acid dianion formed from folic acid by loss of a proton from each of the two carboxy groups in the glutamic acid moiety. It has a role as a Saccharomyces cerevisiae metabolite. It is a dicarboxylic acid dianion and a member of folates. It is a conjugate base of a folic acid.